1-chloro-4-iodobenzene ClC1=CC=C(C=C1)I